Eicosan-9-ol CCCCCCCCC(CCCCCCCCCCC)O